BrC=1C=C(C=CC(=O)NC(=N)N)C=CC1 (3-Bromocinnamoyl)guanidin